tert-butyl 2-(1-((benzyloxy)carbonyl)piperidin-4-yl)-2-azaspiro[3.3]heptane-6-carboxylate C(C1=CC=CC=C1)OC(=O)N1CCC(CC1)N1CC2(C1)CC(C2)C(=O)OC(C)(C)C